N-((1E,3E,5E)-5-(phenylimino)penta-1,3-dien-1-yl)benzenaminium chloride [Cl-].C1(=CC=CC=C1)\N=C\C=C\C=C\[NH2+]C1=CC=CC=C1